N1(CCS(CC1)(=O)=O)C(=O)N thiomorpholine-4-carboxamide 1,1-dioxide